N(=[N+]=[N-])CCS(=O)(=O)NCC(C)O 2-azido-N-(2-hydroxypropyl)ethane-1-sulfonamide